C(OCC(C)C1=CC2=C(C=C1[N+](=O)[O-])OCO2)([O-])=O 2-(3,4-methylenedioxy-6-nitrophenyl)propyl carbonate